1,4-butenedicarboxylate C(=CCCC(=O)[O-])C(=O)[O-]